Cis-1-Butenyl ethyl ether C(C)O\C=C/CC